ClC1=CC=C(C(=O)N2C(=C(C3=CC(=CC=C23)OC)CC(=O)OCCN(CC)CC)C)C=C1 2-(diethylamino)ethyl 1-(4-chlorobenzoyl)-5-methoxy-2-methyl-1H-indole-3-acetate